1-(5,5-di-methylcyclohex-1-en-1-yl)pent-4-en-1-one CC1(CCC=C(C1)C(CCC=C)=O)C